3H-2,1-benzoxaThiol-1,1-dioxide S1(OCC2=C1C=CC=C2)(=O)=O